C1=CC=C(C(=C1)[N+](=O)[O-])F o-nitrofluorobenzene